C(C)(C)(C)OC(=O)N1[C@H](C[C@@H]([C@H](C1)CC)O)C (2S,4S,5S)-5-ethyl-4-hydroxy-2-methylpiperidine-1-carboxylic acid tert-butyl ester